(Imidazo[1,2-a]pyridin-7-ylmethyl)-4-(((1-methyl-1H-pyrazol-3-yl)methyl)sulfonyl)benzamide N=1C=CN2C1C=C(C=C2)CC2=C(C(=O)N)C=CC(=C2)S(=O)(=O)CC2=NN(C=C2)C